N-[2-(1-methylethoxy)ethyl]acrylamide CC(C)OCCNC(C=C)=O